4-chloro-2'-nitrobiphenyl ClC1=CC=C(C=C1)C1=C(C=CC=C1)[N+](=O)[O-]